phenanthroline N1=CC=CC2=CC=C3C=CC=NC3=C12